tripiperidyl-guanidine bromide [Br-].N1(CCCCC1)N=C(N(N1CCCCC1)N1CCCCC1)N